(R)-3-(2-(2,6-dimethylpyrimidine-4-carbonyl)-6-(4,4,5,5-Tetramethyl-1,3,2-dioxaborolan-2-yl)-1,2,3,4-tetrahydroisoquinolin-8-yl)morpholine-4-carboxylic acid tert-butyl Ester C(C)(C)(C)OC(=O)N1[C@@H](COCC1)C=1C=C(C=C2CCN(CC12)C(=O)C1=NC(=NC(=C1)C)C)B1OC(C(O1)(C)C)(C)C